2-(3-methyl-phenylheptyl)acryloyloxyethyl-phosphorylcholine CC=1C=C(C=CC1)CCCCCCCC(C(=O)OCCP(=O)=C(O)C[N+](C)(C)C)=C